[Br-].C(C)(=O)C1(O)[C@H](N)[C@@H](O)[C@@H](O)[C@H](O1)CO acetylgalactosamine bromide